N-(3-(N-(3-chlorophenethyl)sulfamoyl)-4-methylphenyl)-2-(4,5-dichloro-6-oxopyridazin-1(6H)-yl)acetamide ClC=1C=C(CCNS(=O)(=O)C=2C=C(C=CC2C)NC(CN2N=CC(=C(C2=O)Cl)Cl)=O)C=CC1